N-(3-((4-hydroxy-1-(3-phenylbutanoyl)piperidin-4-yl)methyl)-4-oxo-3,4-dihydroquinazolin-7-yl)-3-(1H-imidazol-1-yl)propenamide OC1(CCN(CC1)C(CC(C)C1=CC=CC=C1)=O)CN1C=NC2=CC(=CC=C2C1=O)NC(C=CN1C=NC=C1)=O